CN(C1=CC=C(C=C1)C=CC=1OC(=CC(C1)=C(C#N)C#N)C=CC1=CC=C(C=C1)N(C)C)C 2-(2,6-bis{2-[4-(dimethylamino)phenyl]vinyl}-4H-pyran-4-ylidene)malononitrile